N1(CCCCC1)C(C=1C(=CC2=C(OCO2)C1)O)C1=CC=C(C=C1)C(F)(F)F 6-{piperidino[4-(trifluoromethyl)phenyl]methyl}-1,3-benzodioxol-5-ol